methyl (2S)-2-amino-2-[(7S)-spiro[2.5]octan-7-yl]acetate N[C@H](C(=O)OC)[C@H]1CCCC2(CC2)C1